N-(6-(2-(((1r,4r)-4-aminocyclohexyl)amino)-8-ethylquinazolin-6-yl)-5-methyl-pyridazin-3-yl)-2-chlorobenzenesulfonamide NC1CCC(CC1)NC1=NC2=C(C=C(C=C2C=N1)C1=C(C=C(N=N1)NS(=O)(=O)C1=C(C=CC=C1)Cl)C)CC